BrC=1N=C2C=CC(NC2=CC1)=O 6-bromo-1,5-naphthyridin-2(1H)-one